D(-)-Mannitol C(C(C(C(C(CO)O)O)O)O)O